2-AMINO-3-(TRIFLUOROMETHYL)PYRIDINE-4-BORONIC ACID NC1=NC=CC(=C1C(F)(F)F)B(O)O